4-(tert-butylamino)-5-[5-(piperazin-1-yl)-1,3,4-thiadiazol-2-yl]Pyridine C(C)(C)(C)NC1=CC=NC=C1C=1SC(=NN1)N1CCNCC1